6-chloro-4-vinyl-1,4-dihydro-2H-benzo[d][1,3]oxazin-2-one ClC1=CC2=C(NC(OC2C=C)=O)C=C1